CC1=C2C(=C(CC2C(CC12CC2)=O)C)C trimethyl-7'-oxo-1',6',7',7a'-tetrahydrospiro[cyclopropane-1,5'-inden]